COC1=CC=C(C=C1)C(N1CN=C2C=CC=C(C2=C1)Cl)C1=CC=C(C=C1)OC 3-(bis(4-methoxyphenyl)methyl)-5-chloroquinazolin